4-[(3-chloro-2-fluorophenyl)amino]-quinazolin-6-yl-4-(cyclopropylmethyl)-(R)-2-methylpiperazine-1-carboxamide ClC=1C(=C(C=CC1)NC1=NC=NC2=CC=C(C=C12)[C@]1(N(CCN(C1)CC1CC1)C(=O)N)C)F